(R)-6-chloro-3-((1-(2-cyano-3-(3,3-dimethylazetidin-1-yl)-7-methylquinoxalin-5-yl)ethyl)amino)picolinic acid ClC1=CC=C(C(=N1)C(=O)O)N[C@H](C)C1=C2N=C(C(=NC2=CC(=C1)C)C#N)N1CC(C1)(C)C